5,6-difluoro-1-[(4-methoxyphenyl)methyl]-3-(trifluoromethyl)-5,6-dihydropyrazolo[c]pyrazol-4-one FN1N(C2=C(C1=O)C(=NN2CC2=CC=C(C=C2)OC)C(F)(F)F)F